cetyl dicarbonate C(=O)(OCCCCCCCCCCCCCCCC)OC(=O)[O-]